C(C1=CC=CC=C1)OC[C@@H](C)OC1=C2C(=NC=NC2=CC=C1OC)NC1=C(C=C(C=C1)[N+](=O)[O-])F (R)-5-((1-(benzyloxy)propan-2-yl)oxy)-N-(2-fluoro-4-nitrophenyl)-6-methoxyquinazolin-4-amine